Cl.Cl.NC1=CC=C(C(=N1)C)CNC([C@H](C)NC(=O)[C@@H]1NC[C@H](C1)C1=CC=CC=C1)=O (2R,4R)-N-((S)-1-(((6-amino-2-methylpyridin-3-yl)methyl)amino)-1-oxopropan-2-yl)-4-phenylpyrrolidine-2-carboxamide dihydrochloride